CN1CC(NC2=CC=CC(=C12)C=1CCN(CC1)C(=O)OC(C)(C)C)=O tert-butyl 4-(4-methyl-2-oxo-1,3-dihydroquinoxalin-5-yl)-3,6-dihydro-2H-pyridine-1-carboxylate